methyl (RS)-N-(N-(tert-butoxycarbonyl)-N-methyl-L-leucyl)-N-methyl-O-(5-methylpyrazin-2-yl)homoserinate C(C)(C)(C)OC(=O)N([C@@H](CC(C)C)C(=O)N([C@H](CCOC1=NC=C(N=C1)C)C(=O)OC)C)C |&1:16|